3-[7-([4-[1-methyl-4-(trifluoromethyl)-1H-imidazol-2-yl]phenyl]methyl)-7H-pyrrolo[2,3-d]pyrimidin-2-yl]-2-(propan-2-yl)pyridine CN1C(=NC(=C1)C(F)(F)F)C1=CC=C(C=C1)CN1C=CC2=C1N=C(N=C2)C=2C(=NC=CC2)C(C)C